FC1(C=2N(CCC(C1)(CO)O)N=C1C2CN([C@@H](C1)C)C(=O)OC(C)(C)C)F (3R)-tert-Butyl 11,11-difluoro-9-hydroxy-9-(hydroxymethyl)-3-methyl-3,4,8,9,10,11-hexahydro-1H-pyrido[4',3':3,4]pyrazolo[1,5-a]azepine-2(7H)-carboxylate